2-(trifluoromethyl)-1H-benzo[d]imidazole-7-carboxylic acid FC(C1=NC2=C(N1)C(=CC=C2)C(=O)O)(F)F